C(C)(C)C1=CC(=NN1)C(=O)N1C[C@H]2C([C@H]2C1)C1=NOC(=C1C1=CC=CC=C1)C (5-Isopropyl-1H-pyrazol-3-yl)((1R,5S,6r)-6-(5-methyl-4-phenylisoxazol-3-yl)-3-azabicyclo[3.1.0]hexan-3-yl)methanone